4-(4-chloro-7-((2-(trimethylsilyl)ethoxy)methyl)-7H-pyrrolo[2,3-d]pyrimidin-6-yl)phenol ClC=1C2=C(N=CN1)N(C(=C2)C2=CC=C(C=C2)O)COCC[Si](C)(C)C